COC(=O)C1=NNC=2CNCCC21 4,5,6,7-tetrahydro-1H-pyrazolo[3,4-c]pyridine-3-carboxylic acid methyl ester